N-(4-(4-amino-7-methyl-7H-pyrrolo[2,3-d]pyrimidin-5-yl)phenyl)-2-oxo-1-phenyl-1,2,4,5,6,7-hexahydropyrazolo[1,5-a]pyridine-3-carboxamide NC=1C2=C(N=CN1)N(C=C2C2=CC=C(C=C2)NC(=O)C=2C(N(N1C2CCCC1)C1=CC=CC=C1)=O)C